FC1=CC=C(S1)S(=O)(=O)N(C(C(F)(F)F)C1=CC=C(C=C1)F)C 5-fluoro-N-methyl-N-(2,2,2-trifluoro-1-(4-fluorophenyl)ethyl)thiophene-2-sulfonamide